C(C)(C)(C)OC(=O)N1C[C@H](CC1)N1C(NC=2C1=NC=CC2)=O (S)-3-(2-oxo-1,2-dihydro-3H-imidazo[4,5-b]pyridin-3-yl)pyrrolidine-1-carboxylic acid tert-butyl ester